CC1=CC(=CC=2NC(=NC21)C2=CC(=CC=C2)[N+](=O)[O-])C 4,6-dimethyl-2-(3-nitrophenyl)-1H-benzo[d]imidazole